ClC1=C(C(=CC=C1Cl)F)C1(CN(C1)C(=O)OC(C)(C)C)NC1=CC(=C2C(=NN(C2=C1)C)C)F tert-butyl 3-(2,3-dichloro-6-fluorophenyl)-3-[(4-fluoro-1,3-dimethylindazol-6-yl)amino]azetidine-1-carboxylate